5,5'-oxybis(N-tetradecyl-2-formyl-pyridin-4-one) O(C=1C(C=C(N(C1)CCCCCCCCCCCCCC)C=O)=O)C=1C(C=C(N(C1)CCCCCCCCCCCCCC)C=O)=O